6-nitro-2-(2,2,2-trifluoroethoxy)chromone [N+](=O)([O-])C=1C=C2C(C=C(OC2=CC1)OCC(F)(F)F)=O